NS(=O)(=O)C=1C=C(C(=O)OCC)C=C(C1OC1=CC=CC=C1)N1CCCC1 1-ethyl 3-Aminosulfonyl-4-phenoxy-5-(1-pyrrolidinyl)benzoate